C(C1=CC(C(=O)NC(=S)N)=CC=C1)(=O)NC(=S)N (isophthaloyl)bisthiourea